NC1=NC(=NN1C(C1=C(C=CC=C1F)F)=O)NC1=CC=C(C=C1)S(=O)(=O)N1CCN(CC1)CC=1C=C2C(N(C(C2=CC1)=O)N1C(NC(CC1)=O)=O)=O 5-((4-((4-((5-amino-1-(2,6-difluorobenzoyl)-1H-1,2,4-triazol-3-yl)amino)phenyl)sulfonyl)piperazin-1-yl)methyl)-2-(2,4-dioxotetrahydropyrimidin-1(2H)-yl)isoindoline-1,3-dione